l-β-phenylalanine N[C@@H](C1=CC=CC=C1)CC(=O)O